((1S,3S)-2-(tert-butoxycarbonyl)-6-methoxy-3-methyl-1,2,3,4-tetrahydroisoquinolin-1-yl)benzoic acid C(C)(C)(C)OC(=O)N1[C@@H](C2=CC=C(C=C2C[C@@H]1C)OC)C1=C(C(=O)O)C=CC=C1